CCC(CC)NC(=O)C1=NC(=NN1CC(=O)OCC)C1=CC(=CC=C1)C=1OC(=CN1)C(NC(CC)CC)=O Ethyl 2-(5-(pentan-3-ylcarbamoyl)-3-(3-(5-(pentan-3-ylcarbamoyl)oxazol-2-yl)phenyl)-1H-1,2,4-triazol-1-yl)acetate